ClC=1C(=NC=C(C1)C(F)(F)F)N1CC(C1)CNC(=O)C1=C(N=CS1)C N-((1-(3-chloro-5-(trifluoromethyl)pyridin-2-yl)azetidin-3-yl)methyl)-4-methylthiazole-5-carboxamide